(2S)-2-{[(1-benzofuran-5-yl)methyl]amino}-5,5-dimethylhexanoic acid O1C=CC2=C1C=CC(=C2)CN[C@H](C(=O)O)CCC(C)(C)C